4-[N-(2-hydroxyethyl)-S-[1-(2-trimethylsilylethoxymethyl)indazol-5-yl]sulfonimidoyl]-1,5-dimethyl-pyrrole-2-carboxylic acid OCCN=S(=O)(C=1C=C2C=NN(C2=CC1)COCC[Si](C)(C)C)C=1C=C(N(C1C)C)C(=O)O